C(C)N(CC)CC1=CN(C2=CC=C(C=C12)N1C(NC2=C(C1=O)C1=C(S2)CCCC1)=O)C 3-(3-((diethylamino)methyl)-1-methyl-1H-indol-5-yl)-5,6,7,8-tetrahydrobenzo[4,5]thieno[2,3-d]pyrimidine-2,4(1H,3H)-dione